2,2'-iminodiethan-1-ol N(CCO)CCO